trans-4-((3-(1-Cyclopropyl-1H-pyrazol-4-yl)phenyl)((trans-4-(4-methoxy-3-methyl-phenyl)cyclohexyl)-methyl)carbamoyl)-cyclohexyl 3-(methyl-sulfonyl)azetidine-1-carboxylate CS(=O)(=O)C1CN(C1)C(=O)O[C@@H]1CC[C@H](CC1)C(N(C[C@@H]1CC[C@H](CC1)C1=CC(=C(C=C1)OC)C)C1=CC(=CC=C1)C=1C=NN(C1)C1CC1)=O